C(C)(C)(C)CC(C)(C)OC(=O)N(C(=O)OC[C@@H](NC)C1CC1)C1=NC(=CC(=N1)C1=C(C=CC=C1C)COCC1=CC=CC=C1)Cl (S)-2-cyclopropyl-2-(methylamino)ethan-1-ol tert-Butyl-N-[4-[2-(benzyloxymethyl)-6-methyl-phenyl]-6-chloro-pyrimidin-2-yl]-N-tert-butoxycarbonyl-carbamate